(2-chlorophenyl)oxirane ClC1=C(C=CC=C1)C1OC1